NC1=CC=C(C=C1)C1=NNC(CC2=C1C=C1C(=C2)OCO1)=O 1-(4-aminophenyl)-7,8-(methylenedioxy)-3,5-dihydro-4H-2,3-benzodiazepine-4-one